OCCC12CC(C1)(C2)/C=C(/C(=O)OCC)\C ethyl (E)-3-(3-(2-hydroxyethyl)bicyclo[1.1.1]pentan-1-yl)-2-methylacrylate